N-(4-(1-(1,1-DIOXIDOTETRAHYDRO-2H-THIOPYRAN-4-CARBONYL)-1,2,3,6-TETRAHYDROPYRIDIN-4-YL)PHENYL)-5-FLUOROISOINDOLINE-2-CARBOXAMIDE O=S1(CCC(CC1)C(=O)N1CCC(=CC1)C1=CC=C(C=C1)NC(=O)N1CC2=CC=C(C=C2C1)F)=O